C(C)S(=O)(=O)C1=CC=C(C=C1)CC(=O)NC1=C(C=CC=C1)C1=C(C=CC=C1)C (2-(4-(ethylsulfonyl)phenyl)acetamido)-2'-methyl-[1,1'-biphenyl]